6-((8-(2-chloro-4-(2-(piperazin-1-yl)ethoxy)phenyl)-6-(1-methylcyclopropoxy)-9H-purin-9-yl)methyl)picolinonitrile ClC1=C(C=CC(=C1)OCCN1CCNCC1)C=1N(C2=NC=NC(=C2N1)OC1(CC1)C)CC1=CC=CC(=N1)C#N